dihexyl-p-phenylenediamine C(CCCCC)NC1=CC=C(C=C1)NCCCCCC